BrC1=CC2=C(OC3=C2C=C(C=C3)I)C=C1 2-bromo-8-iododibenzo[b,d]furan